OC1=C(C=C(C(=C1)O)[N+](=O)[O-])CC(CC)=O 2,4-dihydroxy-5-nitro-phenylbutanone